2-(6-(((1S,2R,3R,5R)-2-fluoro-9-azabicyclo[3.3.1]nonan-3-yl)(methyl)amino)pyridazin-3-yl)-5-(1H-imidazol-1-yl)phenol F[C@@H]1[C@@H]2CCC[C@H](C[C@H]1N(C1=CC=C(N=N1)C1=C(C=C(C=C1)N1C=NC=C1)O)C)N2